5-chloro-2-{[(2R)-2-(methoxymethyl)pyrrolidin-1-yl]methyl}-7,8-dihydro-6H-spiro[[1,3]oxazolo[5,4-f]quinazoline-9,1'-cyclohexane]-7-one ClC=1C=C2C(=C3C1NC(NC31CCCCC1)=O)OC(=N2)CN2[C@H](CCC2)COC